C[C@@H]1N(CC1)C=1N=C(C2=C(N1)CCC2)C=2C=C(C=CC2)C=2CS(C2)(=O)=O (S)-3-(3-(2-(2-methylazetidin-1-yl)-6,7-dihydro-5H-cyclopenta[d]pyrimidin-4-yl)phenyl)-2H-thiete 1,1-dioxide